C(#N)C1=CN=C2N1C=C(C=C2)C=2C=CC(=C(C2)NC(=O)N2OCC[C@H]2C2=CC=CC=C2)C (S)-N-(5-(3-cyanoimidazo[1,2-a]pyridin-6-yl)-2-methylphenyl)-3-phenylisoxazolidine-2-carboxamide